ClC=1C(=CC(=C(C(=O)NS(=O)(=O)N2C[C@H](CCC2)CNC(OC(C)(C)C)=O)C1)F)OCC1CCCC1 (R)-tert-butyl ((1-(N-(5-chloro-4-(cyclopentylmethoxy)-2-fluorobenzoyl)-sulfamoyl)piperidin-3-yl)methyl)carbamate